FC=1C=C(C=C(C1)F)N1N=CC=C1 (3,5-difluorophenyl)-1H-pyrazole